NOCCNC(OCC1C2=CC=CC=C2C=2C=CC=CC12)=O (9H-fluoren-9-yl)methyl (2-(aminooxy)ethyl)carbamate